C(CCCC\C=C/CCCC)=O (Z)-6-undecenal